methyl 1-(4-(1-(2-ethyl-6-methylphenyl) azetidin-3-yl)-2,6-dimethylbenzyl)-piperidine-4-carboxylate C(C)C1=C(C(=CC=C1)C)N1CC(C1)C1=CC(=C(CN2CCC(CC2)C(=O)OC)C(=C1)C)C